methyl 5-(1-methyl-4-(trifluoromethyl)-1H-imidazol-2-yl)picolinate CN1C(=NC(=C1)C(F)(F)F)C=1C=CC(=NC1)C(=O)OC